BrC=1C=CC(=C(C#N)C1)SC1=CC=C(C=C1)S(=O)(=O)C 5-bromo-2-((4-(methylsulfonyl)phenyl)thio)benzonitrile